C(C)(C)(C)OC(\C=C\C1=CC=C(C=C1)C(C(=O)OC)(C)C)=O (E)-3-(4-(1-methoxy-2-methyl-1-ketopropan-2-yl)phenyl)acrylic acid tert-butyl ester